FC1=C(C=C(C(=O)NC2=C(C=C(C(=C2)C=2C=NC(=NC2)N2C[C@H](OCC2)C)F)N2C[C@@H](N([C@@H](C2)C)C)C)C=C1C)C |r| 4-fluoro-N-[4-fluoro-5-[2-[rac-(2R)-2-methylmorpholin-4-yl]pyrimidin-5-yl]-2-[rac-(3S,5R)-3,4,5-trimethylpiperazin-1-yl]phenyl]-3,5-dimethylbenzamide